ClCC=1C2=CC=CC=C2C(=C2C=CC=CC12)CCl (9,10-Bis[chloromethyl])anthracene